2-(but-3-en-2-yloxy)tetrahydro-2H-pyran CC(C=C)OC1OCCCC1